C(C)OC([C@H](OCC)OC1=NN(C(=C1Br)C=1C=NC(=CC1)F)C1=C(C=CC=C1)F)=O |r| Ethyl-(2RS)-{[4-bromo-1-(2-fluorophenyl)-5-(6-fluoropyridin-3-yl)-1H-pyrazol-3-yl]oxy}(ethoxy)acetat